C(C1=CC=CC=C1)NC(=O)C12C(C3C(CN1)C(CN3CC3=CC=CC1=CC=CC=C31)C2)CC2=CC=CC=C2 N,7-dibenzyl-1-(naphthalen-1-ylmethyl)octahydro-6H-3,6-methanopyrrolo[3,2-c]pyridine-6-carboxamide